(Hydroxymethyl)-5-methyl-4-(methyl-d3)-4,5,9,10-tetrahydro-6H,8H-pyrido[3,2,1-de]pteridine OCC=1N=C2N(C(CN3C2=C(N1)CCC3)C)C([2H])([2H])[2H]